N=1C=NN2C1C=C(C=C2)OC2=C(C=C(C=C2)NC=2C1=C(N=CN2)C=CC(=N1)[C@H]1CN(CCC1)C(=O)OC(C)(C)C)C tert-butyl (R)-3-(4-((4-([1,2,4]triazolo[1,5-a]pyridin-7-yloxy)-3-methylphenyl)amino)pyrido[3,2-d]pyrimidin-6-yl)piperidine-1-carboxylate